3,8,8,11a-tetramethyldodecahydro-5H-3,5a-epoxynaphtho[2,1-c]oxepine CC12CCC3C(CO1)(CCC1C(CCCC13C)(C)C)O2